CC=1C=C(CN2CC=3C(N(C=4N(C3CC2)C=CN4)CC4=CC=C(C=C4)F)=O)C=CC1 7-(3-methylbenzyl)-4-(4-fluorobenzyl)-6,7,8,9-tetrahydroimidazo[1,2-a]pyrido[3,4-e]pyrimidin-5(4H)-one